2'-fluoro-2,5'-dihydroxy-[1,1'-biphenyl] FC1=C(C=C(C=C1)O)C1=C(C=CC=C1)O